CC(C(=O)N[C@@H](CC(=O)N(C)C)C1=CC=CC=C1)(CC)C (S)-2,2-dimethyl-N-(3-(dimethylamino)-3-oxo-1-phenylpropyl)butanamide